[Se].[Ga].[In].[Cu] copper indium-gallium-selenium